ethyl 2-(7-(1-(tert-butoxycarbonyl) azetidin-3-yl)-1-(cyclopropylmethyl)-1H-indol-2-yl)-3-methylpyrazolo[1,5-a]pyridine-6-carboxylate C(C)(C)(C)OC(=O)N1CC(C1)C=1C=CC=C2C=C(N(C12)CC1CC1)C1=NN2C(C=CC(=C2)C(=O)OCC)=C1C